6-oxo-6-((3-(2-(pyrrolidin-1-yl)ethyl)-1H-indol-5-yl)oxy)hexanoic acid O=C(CCCCC(=O)O)OC=1C=C2C(=CNC2=CC1)CCN1CCCC1